C(C)N(CC)CC1=C(C=C(C=C1)C1=CC(=C2C(=N1)C=CS2)NCCCN2CCC(CC2)N2CCOCC2)F 5-(4-((diethylamino)methyl)-3-fluorophenyl)-N-(3-(4-morpholinopiperidin-1-yl)propyl)thieno[3,2-b]pyridin-7-amine